O=C1NC(CCC1N1C(N(C2=C1C=CC=C2CN2CC1(C2)CCN(CC1)C(=O)OC(C)(C)C)C)=O)=O tert-butyl 2-[[1-(2,6-dioxo-3-piperidyl)-3-methyl-2-oxo-benzimidazol-4-yl]methyl]-2,7-diazaspiro[3.5]nonane-7-carboxylate